N-(3,5-Dichloropyridin-4-yl)-4-(difluoromethoxy)-3-((12-(4-(2-(2,6-dioxopiperidin-3-yl)-6-fluoro-1-oxoisoindolin-4-yl)piperidin-1-yl)dodecyl)oxy)benzamide ClC=1C=NC=C(C1NC(C1=CC(=C(C=C1)OC(F)F)OCCCCCCCCCCCCN1CCC(CC1)C1=C2CN(C(C2=CC(=C1)F)=O)C1C(NC(CC1)=O)=O)=O)Cl